N-Butyl-5,6-dihydroxyindol C(CCC)N1C=CC2=CC(=C(C=C12)O)O